1-hexadecyl-2-(9Z-nonadecenoyl)-glycero-3-phospho-(1'-sn-glycerol) CCCCCCCCCCCCCCCCOC[C@H](COP(=O)(O)OC[C@H](CO)O)OC(=O)CCCCCCC/C=C\CCCCCCCCC